(2R)-N-(4-tert-butylphenyl)-1-cyano-N-[2-(3-hydroxyazetidin-1-yl)-2-oxo-1-(3-pyridyl)ethyl]pyrrolidine-2-carboxamide C(C)(C)(C)C1=CC=C(C=C1)N(C(=O)[C@@H]1N(CCC1)C#N)C(C(=O)N1CC(C1)O)C=1C=NC=CC1